sodium monochloroisocyanate ClN=C=O.[Na]